4-methylpentan-2-yl methacrylate C(C(=C)C)(=O)OC(C)CC(C)C